NCCOCCCCOCC 2-(2-(2-aminoethoxy-ethyl)ethoxy)ethane